BrC=1C=C2CC(N(C(C2=CC1)=O)CCO)(C(F)(F)F)NC1=CC=CC=C1 6-Bromo-2-(2-hydroxyethyl)-3-(phenylamino)-3-(trifluoromethyl)-3,4-dihydroisoquinolin-1(2H)-one